C1(CC1)CN1C(=CC2=CC(=CC(=C12)C1CCNCC1)F)C1=NN2C(C(=CC(=C2)C(=O)OC)OC)=C1C methyl 2-(1-(cyclopropylmethyl)-5-fluoro-7-(piperidin-4-yl)-1H-indol-2-yl)-4-methoxy-3-methylpyrazolo[1,5-a]pyridine-6-carboxylate